methyl 3-({5-[(3R)-3-aminopiperidine-1-carbonyl]-2-[1-(cyclopropylmethyl)-1H-pyrrolo[2,3-b]pyridin-2-yl]-7-methoxy-1H-1,3-benzodiazol-1-yl}methyl)azetidine-1-carboxylate N[C@H]1CN(CCC1)C(=O)C1=CC2=C(N(C(=N2)C2=CC=3C(=NC=CC3)N2CC2CC2)CC2CN(C2)C(=O)OC)C(=C1)OC